CC1(OB(OC1(C)C)C1=CC(=CC2=CC=CC(=C12)C#C[Si](C(C)C)(C(C)C)C(C)C)NC([O-])=O)C (4-(4,4,5,5-tetramethyl-1,3,2-dioxaborolan-2-yl)-5-((triisopropylsilyl)ethynyl)naphthalene-2-yl)carbamate